ClC=1SC2=C(N1)C=CC1=C2OC[C@@H](O1)CO (S)-(2-chloro-7,8-dihydro-[1,4]dioxino[2',3':3,4]benzo[1,2-D]thiazol-7-yl)methanol